(2S,4S)-1-[2-[4-[ethyl-(5-quinolinyl)amino]-1-piperidinyl]acetyl]-4-fluoro-pyrrolidine-2-carbonitrile C(C)N(C1CCN(CC1)CC(=O)N1[C@@H](C[C@@H](C1)F)C#N)C1=C2C=CC=NC2=CC=C1